tetrahydroxy-2-methoxychalcone OC1=C(C(=C(C(=C1\C=C\C(=O)C1=CC=CC=C1)OC)O)O)O